BrC=1C(=CC=C2C=NNC12)C 7-bromo-6-methyl-1H-indazole